(((4-(N-(5-chloroisoxazol-3-yl) sulfamoyl) phenyl) amino) (cyclohexyl) methyl) malonate C(CC(=O)[O-])(=O)OC(C1CCCCC1)NC1=CC=C(C=C1)S(NC1=NOC(=C1)Cl)(=O)=O